C[C@@]12CCCC1C1CCC=3C=C(C=CC3C1[C@H](C2)O)O (11S,13S)-13-methyl-7,8,9,11,12,13,14,15,16,17-decahydro-6H-cyclopenta[a]phenanthrene-3,11-diol